beta-(N-aziridinyl)propionate N1(CC1)CCC(=O)[O-]